C(C)(=O)O[C@@H]1[C@@H]([C@H]([C@@H](SC=2C=C(C(=NC2)C(F)(F)F)Br)O[C@@H]1COC(C)=O)OC)N=[N+]=[N-] 3-bromo-2-(trifluoromethyl)pyridin-5-yl 4,6-di-O-acetyl-3-azido-3-deoxy-2-O-methyl-1-thio-α-D-galactopyranoside